(S)-(4-(5-chloro-3-((5-chlorobenzo[d]oxazol-2-yl)amino)-2-methylbenzyl)-2-methylpiperazin-1-yl)(cyclopentyl)methanone fluoride lithium potassium [K+].[Li+].[F-].ClC=1C=C(C(=C(CN2C[C@@H](N(CC2)C(=O)C2CCCC2)C)C1)C)NC=1OC2=C(N1)C=C(C=C2)Cl.[F-]